N1(CCC1)CC1=CC=C(C=C1)C1=NN(C(O1)=O)CC1=NC=C(C=C1)C=1OC(=NN1)C(F)F 5-[4-(azetidin-1-ylmethyl)phenyl]-3-[[5-[5-(difluoromethyl)-1,3,4-oxadiazol-2-yl]-2-pyridyl]methyl]-1,3,4-oxadiazol-2-one